C(C)C(COC(C=1C=C(C(=O)OCCC(C)C)C=CC1)=O)CCCC isophthalic acid (isopentyl) (2-ethylhexyl) ester